(2S)-N-(4-chlorobenzyl)-N-((3S,6R)-1,1-difluorospiro[2.5]octan-6-yl)-1-((R)-N,4-dimethylphenylsulfonimidoyl)pyrrolidine-2-carboxamide ClC1=CC=C(CN(C(=O)[C@H]2N(CCC2)[S@](=O)(=NC)C2=CC=C(C=C2)C)C2CCC3(CC3(F)F)CC2)C=C1